C1(=C(C=CC=C1)C1(C(=O)OC(C1)C)C1=C(C=CC=C1)C)C α,α-ditolyl-γ-valerolactone